CN1CC2(OCC3=CC(=CC=C23)B2OC(C(O2)(C)C)(C)C)C1 1-methyl-5'-(4,4,5,5-tetramethyl-1,3,2-dioxaborolan-2-yl)-3'H-spiro[azetidine-3,1'-isobenzofuran]